FC(C(C)(C)O)(F)C=1C(=C(C=CC1)[C@@H](C)NC1=NC(=NC2=CC3=C(C=C12)N(C([C@@]3(C)COC)=O)C)C)F (R)-4-(((R)-1-(3-(1,1-difluoro-2-hydroxy-2-methylpropyl)-2-fluorophenyl)ethyl)amino)-8-(methoxymethyl)-2,6,8-trimethyl-6,8-dihydro-7H-pyrrolo[2,3-g]quinazolin-7-one